2-(2-hydroxy-4-aminobenzoyl)benzoic acid OC1=C(C(=O)C2=C(C(=O)O)C=CC=C2)C=CC(=C1)N